ClC=1C=C(C=CC1)C(C(OC(=O)N[C@H](C(=O)O)CCCC)C1=CC=CC=C1)(F)F (2S)-2-(((2-(3-chlorophenyl)-2,2-difluoro-1-phenylethoxy)carbonyl)amino)hexanoic acid